CNC1=CNC=C1 (R)-3-(methylamino)pyrrole